C(#N)C1=CC=C(C=C1)C1=CC(=CC=C1)B(O)O (4'-cyano-[1,1'-biphenyl]-3-yl)boronic acid